(1R,2S)-N-(3,3-diphenylallyl)-2-phenyl-N-(2-(pyrrolidin-1-yl)ethyl)cyclopropan-1-amine C1(=CC=CC=C1)C(=CCN([C@H]1[C@@H](C1)C1=CC=CC=C1)CCN1CCCC1)C1=CC=CC=C1